5-chloro-3-hydroxy-8-((1-((1r,3r)-3-methylcyclobutyl)-1H-indol-6-yl)sulfonyl)quinazoline-2,4(1H,3H)-dione ClC1=C2C(N(C(NC2=C(C=C1)S(=O)(=O)C1=CC=C2C=CN(C2=C1)C1CC(C1)C)=O)O)=O